ethyl-3-methylimidazole p-toluenesulfonate CC1=CC=C(C=C1)S(=O)(=O)O.C(C)C1=NC=CN1C